ClC=1C(=NN(C1NC(=O)N[C@@H]1CN(C[C@H]1C1=CC(=C(C=C1)F)F)CCOC)C)C1=CC=CC=C1 1-(4-chloro-1-methyl-3-phenyl-1H-pyrazol-5-yl)-3-((3S,4R)-4-(3,4-difluorophenyl)-1-(2-methoxyethyl)pyrrolidin-3-yl)urea